6-chloro-7-(3-hydroxypropoxy)-1-methyl-4-(6-((1-(trifluoromethyl)cyclopropyl)ethynyl)-2,3-dihydrobenzo[e][1,4]oxazepin-1(5H)-yl)quinazolin-2(1H)-one ClC=1C=C2C(=NC(N(C2=CC1OCCCO)C)=O)N1CCOCC2=C1C=CC=C2C#CC2(CC2)C(F)(F)F